4-[(2-{cyclooctyl-[(2-methylpyrazole-3-carbonyl)amino]methyl}-4-methoxy-1H-imidazo[4,5-c]pyridin-6-yl)methyl]piperazine-1-carboxylic acid tert-butyl ester C(C)(C)(C)OC(=O)N1CCN(CC1)CC1=CC2=C(C(=N1)OC)N=C(N2)C(NC(=O)C=2N(N=CC2)C)C2CCCCCCC2